2-(4-cyclopropyl-6-methoxypyrimidin-5-yl)-4-(4-(1-ethyl-4-(trifluoromethyl)-1H-imidazol-2-yl)-3-fluoro-2-methoxybenzyl)-6,7-dihydro-[1,2,4]triazolo[1,5-a]pyrimidin-5(4H)-one C1(CC1)C1=NC=NC(=C1C1=NN2C(N(C(CC2)=O)CC2=C(C(=C(C=C2)C=2N(C=C(N2)C(F)(F)F)CC)F)OC)=N1)OC